P(=O)(OC[N+]1=C(C(=CC=C1)C1=CC(=NO1)CC1=CC=C(C=C1)OCC1=CC=C(C=C1)OC)N)(O)[O-] (2-amino-3-(3-(4-((4-methoxybenzyl)oxy)benzyl)isoxazol-5-yl)pyridin-1-ium-1-yl)methyl hydrogen phosphate